ClC1=C(C=CC(=C1I)F)N(C(O)=O)S(=O)(=O)N1C[C@@H](CC1)F (R)-(2-chloro-4-fluoro-3-iodophenyl)((3-fluoropyrrolidin-1-yl)sulfonyl)carbamic acid